FC(C1=NC=CC(=N1)NC1=NNC=C1)(F)F 3-((2-(trifluoromethyl)pyrimidin-4-yl)amino)-1H-pyrazol